O=C(CSC=1N(C(C2=C(N1)SC1=C2CCCC1)=O)C1=CC=CC=C1)C=1SC=CC1 2-{[2-oxo-2-(2-thienyl)ethyl]thio}-3-phenyl-5,6,7,8-tetrahydro[1]benzothieno[2,3-d]pyrimidin-4(3H)-one